glyceryl-sebacate C(C(O)CO)OC(CCCCCCCCC(=O)[O-])=O